7-fluoro-3-isopropyl-2-methyl-3H-benzimidazol FC1=CC=CC2=C1N=C(N2C(C)C)C